FC(S(=O)(=O)F)F difluoromethyl-sulfonyl fluoride